N-[1-(4-bromo-2-pyridyl)ethyl]-N-[(2,4-dimethoxyphenyl)methyl]-5-[4-(trifluoromethyl)phenoxy]naphthalene-2-carboxamide BrC1=CC(=NC=C1)C(C)N(C(=O)C1=CC2=CC=CC(=C2C=C1)OC1=CC=C(C=C1)C(F)(F)F)CC1=C(C=C(C=C1)OC)OC